ClC=1N=C(C2=C(N1)N(C=C2)C2=CC=CC=C2)C=2SC(=CC2)CNCCCN(C)C 2-Chloro-4-{5-[(3-dimethylaminopropyl)aminomethyl]thien-2-yl}-7-phenyl-7H-pyrrolo[2,3-d]pyrimidine